C(C)(C)(C)OC(=O)N[C@@H](CCN1CCN(CC1)CC(=O)OCC1=CC=CC=C1)C1=CC=C(C=C1)C1=C(N=CS1)C benzyl (S)-2-(4-(3-((tert-butoxycarbonyl)amino)-3-(4-(4-methylthiazol-5-yl)phenyl)propyl)piperazin-1-yl)acetate